N-(2-methoxypyrimidin-5-yl)-7-thia-2,5-diazatricyclo[6.4.0.02,6]dodeca-1(8),3,5,9,11-pentaene-4-carboxamide COC1=NC=C(C=N1)NC(=O)C1=CN2C=3C=CC=CC3SC2=N1